[K+].C[Si]([O-])(C)C trimethylsilanolate potassium